C(C)OCCOCCOC1=CC=C(C=C1)\C=C(/C#N)\C1=CC=C(C=C1)C1=CC=C(C=C1)C1=NC2=C(N1C1=CC=CC=C1)C=CC=C2 (Z)-3-(4-(2-(2-ethoxyethoxy)ethoxy)phenyl)-2-(4'-(1-phenyl-1H-benzo[d]imidazole-2-yl)-[1,1'-biphenyl]-4-yl)acrylonitrile